2,2'-bis(o-chloro-phenyl)-4,4',5,5'-tetraphenyl-1,1'-biimidazole ClC1=C(C=CC=C1)C=1N(C(=C(N1)C1=CC=CC=C1)C1=CC=CC=C1)N1C(=NC(=C1C1=CC=CC=C1)C1=CC=CC=C1)C1=C(C=CC=C1)Cl